N[C@@H]1C=2N=C(SC2CC12CCN(CC2)C=2C(NC(=CN2)SC2=C(C(=NC=C2)Cl)Cl)=O)Cl (S)-3-(4-amino-2-chloro-4,6-dihydrospiro[cyclopenta[d]thiazole-5,4'-piperidin]-1'-yl)-6-((2,3-dichloropyridin-4-yl)thio)pyrazin-2(1H)-one